2-(3-(3-(4-(tert-butoxycarbonyl)piperazin-1-yl)propoxy)phenyl)acetic acid C(C)(C)(C)OC(=O)N1CCN(CC1)CCCOC=1C=C(C=CC1)CC(=O)O